tert-butyl (2R,5S)-4-(5-ethyl-7-(4-(trifluoromethyl) pyridin-2-yl)-7H-pyrrolo[2,3-d]pyrimidin-4-yl)-2,5-dimethylpiperazine-1-carboxylate C(C)C1=CN(C=2N=CN=C(C21)N2C[C@H](N(C[C@@H]2C)C(=O)OC(C)(C)C)C)C2=NC=CC(=C2)C(F)(F)F